CN1N=CC2=C1N=CNC2=O methyl-1H-pyrazolo[3,4-d]pyrimidin-4(5H)-one